C(C)C(C(=O)ON1C(C=2C=C3C(=CC2C1=O)C=CC=C3)=O)\C=C\C(C)(C)C 1,3-dioxo-1,3-dihydro-2H-benzo[f]Isoindol-2-yl (E)-2-ethyl-5,5-dimethylhex-3-enoate